FC=1C=C(C=CC1)NC(C1=CC(=CC=C1)NC1CC(CC1)C1=CC=CC=C1)=O N-(3-fluorophenyl)-3-((3-phenylcyclopentyl)amino)benzamide